4-(1-(3-((5-(isopropylamino)-1H-imidazo[4,5-b]pyridin-2-yl)amino)-4-methylbenzoyl)piperidin-4-yl)benzonitrile C(C)(C)NC1=CC=C2C(=N1)N=C(N2)NC=2C=C(C(=O)N1CCC(CC1)C1=CC=C(C#N)C=C1)C=CC2C